1-[bis(2-thienylmethyl)aminocarbonyloxyethoxyethoxy]-5-[bis(2-thienylmethyl)aminocarbonyloxyethoxyethoxy]-3-(dimethylamino)pentane S1C(=CC=C1)CN(C(=O)OCCOCCOCCC(CCOCCOCCOC(=O)N(CC=1SC=CC1)CC=1SC=CC1)N(C)C)CC=1SC=CC1